(R)-5-(4-(1-(5-(aminomethyl)-2-methylbenzamido)ethyl)quinolin-2-yl)-1H-pyrrole-3-carboxylic acid NCC=1C=CC(=C(C(=O)N[C@H](C)C2=CC(=NC3=CC=CC=C23)C2=CC(=CN2)C(=O)O)C1)C